C(C1=CC=CC=C1)OC1=NC(=CC=C1C1=CC(=C(C=C1F)N1CCN(CC1)C(=O)OC(C)(C)C)C)OCC1=CC=CC=C1 Tert-butyl 4-[4-(2,6-dibenzyloxy-3-pyridyl)-5-fluoro-2-methyl-phenyl]piperazine-1-carboxylate